ClC=1N(N=C2C=CC(=C(C12)Cl)C1=NNC2=NC(=C(N=C21)C)N2CCC1([C@@H](COC1)NC(OC(C)(C)C)=O)CC2)C tert-Butyl N-[(4S)-8-[3-(3,4-dichloro-2-methyl-2H-indazol-5-yl)-5-methyl-1H-pyrazolo[3,4-b]pyrazin-6-yl]-2-oxa-8-azaspiro[4.5]decan-4-yl]carbamate